(7S,13R)-13-(difluoromethyl)-9-(2,6-difluorophenyl)-7-methyl-16-thia-2,5,8-triazatetracyclo[8.6.0.02,6.011,15]Hexadecan FC([C@@H]1CC2C3C(N[C@H](C4NCCN4C3SC2C1)C)C1=C(C=CC=C1F)F)F